COC=1C=C2C(=CC=NC2=CC1OCCCCCCC(=O)N)OC1=CC=C(C=C1)NC(=O)NC1=CC=C(C=C1)OC(F)(F)F 7-((6-methoxy-4-(4-(3-(4-(trifluoromethoxy)phenyl)ureido)phenoxy)quinolin-7-yl)oxy)heptanamide